4-(2-(3-Ethoxy-4-methoxyphenyl)-6-methoxypyrimidin-4-yl)-1,2-oxaborolan-2-ol C(C)OC=1C=C(C=CC1OC)C1=NC(=CC(=N1)C1CB(OC1)O)OC